NC1=C2C(=NC=N1)N(N=C2C2=CC=C(C=C2)OC2=CC=CC=C2)[C@H]2CN(CCC2)C(CCl)=O (R)-1-(3-(4-amino-3-(4-phenoxyphenyl)-1H-pyrazolo[3,4-d]pyrimidin-1-yl)piperidin-1-yl)-2-chloroethan-1-one